NC1=CC(=NC=C1)N(C(C)=O)C1=C(C(=CC=C1)F)F N-(4-aminopyridin-2-yl)-N-(2,3-difluorophenyl)acetamide